NC1=C(C=C(C=C1)NC(=O)C1=CC2=C(OCCC3=C2SC=C3)C=C1C=1C(=NC(=CC1)C(NCCC)=O)C(=O)O)Br 3-(9-((4-amino-3-bromophenyl)carbamoyl)-4,5-dihydrobenzo[b]thieno[2,3-d]oxepin-8-yl)-6-(propylcarbamoyl)picolinic acid